CC=1C(CC(C1C)C)=O 2,3,4-trimethyl-2-cyclopenten-1-one